The molecule is a withanolide that is (22R)-22,26-epoxyergosta-1,4,24-triene substituted by oxo groups at positions 3 and 26. Isolated from Paraminabea acronocephala, it exhibits antineoplastic and anti-inflammatory activities. It has a role as an anti-inflammatory agent, an antineoplastic agent and a coral metabolite. It is a withanolide, a delta-lactone, an organic heterotetracyclic compound, an ergostanoid and a 3-oxo-Delta(1),Delta(4)-steroid. CC1=C(C(=O)O[C@H](C1)[C@@H](C)[C@H]2CC[C@@H]3[C@@]2(CC[C@H]4[C@H]3CCC5=CC(=O)C=C[C@]45C)C)C